triisopropoxy(dodecyl)silane C(C)(C)O[Si](CCCCCCCCCCCC)(OC(C)C)OC(C)C